FC=1C=C2C(NN=C(C2=CC1F)CC=1C=CC(=C(C1)C1=CC2=C(NC(=N2)NC(OCC)=O)C=C1)F)=O Ethyl (5-(5-((6,7-difluoro-4-oxo-3,4-dihydrophthalazin-1-yl)methyl)-2-fluorophenyl)-1H-benzoimidazol-2-yl)carbamate